ClC=1C=C(C=CC1)C#CC(CC)N1C(C=C(C=C1)C=1OC(=NN1)C(F)F)=O 1-(1-(3-chlorophenyl)pent-1-yn-3-yl)-4-(5-(difluoromethyl)-1,3,4-oxadiazol-2-yl)pyridin-2(1H)-On